S=C1NC(C=2NC=NC2N1CC1=C(C=CC=C1)[C@H]1N(CC[C@H](C1)C(F)(F)F)S(=O)(=O)C1=CC=C(C)C=C1)=O 2-thioxo-3-(2-((2S,4R)-1-tosyl-4-(trifluoromethyl)piperidin-2-yl)benzyl)-1,2,3,7-tetrahydro-6H-purin-6-one